4,5,6,7-tetrahydro-1-benzothiophene-2-carboxylic acid S1C(=CC2=C1CCCC2)C(=O)O